CC1=C(C=CC(=C1)CC(C)(C)C)/C=C/C=O (E)-3-(2-Methyl-4-neopentylphenyl)-2-Propenal